[Mo](=O)(=O)=O.[K] potassium molybdenum trioxide